(3aR,5s,6aS)-N-(6-(2-fluoro-5-methylpyridin-4-yl)-4-(trifluoromethyl)pyridazin-3-yl)-2-((tetrahydro-2H-pyran-4-yl)methyl)octahydro-cyclopenta[c]pyrrol-5-amine FC1=NC=C(C(=C1)C1=CC(=C(N=N1)NC1C[C@@H]2[C@@H](CN(C2)CC2CCOCC2)C1)C(F)(F)F)C